((2R,3S,5R)-5-(4-amino-2-chloro-7H-pyrrolo[2,3-d]pyrimidin-7-yl)-2-ethynyl-3-hydroxytetrahydrofuran-2-yl)methyl pentanoate C(CCCC)(=O)OC[C@]1(O[C@H](C[C@@H]1O)N1C=CC2=C1N=C(N=C2N)Cl)C#C